((2-chloro-4-(trifluoromethyl)phenyl)ethynyl)-5-cyanobenzoic acid ClC1=C(C=CC(=C1)C(F)(F)F)C#CC1=C(C(=O)O)C=C(C=C1)C#N